FC1=C2C=CNC2=CC(=C1OC=1C=CC(=C(C1)C=1NC=C(N1)C1(CCOC2=C(C=CC=C12)CC(=O)OCC)C)F)F ethyl 2-[4-[2-[5-[(4,6-difluoro-1H-indol-5-yl)oxy]-2-fluoro-phenyl]-1H-imidazol-4-yl]-4-methyl-chroman-8-yl]acetate